ClC1=C(C=CC(=C1)C(F)(F)F)OCC1=CC=C(C=C1)OC 2-chloro-1-[(4-methoxyphenyl)methoxy]-4-(trifluoromethyl)benzene